5-(2-aminoethoxy)methyluridine NCCOCC=1C(NC(N([C@H]2[C@H](O)[C@H](O)[C@@H](CO)O2)C1)=O)=O